4-(7-chloro-6-(2-chloroethoxy)-1H-inden-3-yl)phenol ClC=1C(=CC=C2C(=CCC12)C1=CC=C(C=C1)O)OCCCl